ClC1=C(C=C(C=C1)F)C=1C(CCCC1)=O 2-(2-chloro-5-fluorophenyl)cyclohex-2-en-1-one